N1=C(C=CC2=CC=CC=C12)C1=NOC(C1)C(=O)OCC ethyl 3-(quinolin-2-yl)-4,5-dihydro-1,2-oxazole-5-carboxylate